2-(4-((2-acetamidothiazol-5-yl)methyl)piperazin-1-yl)-N-methyl-N-phenylacetamide C(C)(=O)NC=1SC(=CN1)CN1CCN(CC1)CC(=O)N(C1=CC=CC=C1)C